4,5-dimethyl-2-nitrophenylpyrrole CC1=CC(=C(C=C1C)C=1NC=CC1)[N+](=O)[O-]